methyl 5-(5-cyano-2-nitrophenyl)nicotinate C(#N)C=1C=CC(=C(C1)C=1C=NC=C(C(=O)OC)C1)[N+](=O)[O-]